lauryl acrylate C(C=C)(=O)OCCCCCCCCCCCC